19-iodo-4,6,8,10,12,14,16-heptamethyl-nonadecyloxy methyl ether COOCCCC(CC(CC(CC(CC(CC(CC(CCCI)C)C)C)C)C)C)C